N-(4-Dimethylaminobenzyl)-1,2-ethandiamin CN(C1=CC=C(CNCCN)C=C1)C